tert-butyl N-[3-(5-methoxy-1-triisopropylsilyl-pyrrolo[2,3-b]pyridine-4-carbonyl) cyclobutyl]carbamate COC1=C(C2=C(N=C1)N(C=C2)[Si](C(C)C)(C(C)C)C(C)C)C(=O)C2CC(C2)NC(OC(C)(C)C)=O